3-cyano-5-benzyl-1H-1,2,4-triazole C(#N)C1=NNC(=N1)CC1=CC=CC=C1